C(C)(C)(C)OC(=O)N1N=C(C=C1B(O)O)C (1-(tert-butoxycarbonyl)-3-methyl-1H-pyrazol-5-yl)boronic acid